C1(CC1)C(C)OC1=C(C=CC=C1F)CNC(=O)C=1C(=NC=C(C1)C=1C=CC=2N(N1)C=C(N2)NC(C)=O)OC N-{[2-(1-cyclopropylethoxy)-3-fluorophenyl]methyl}-5-{2-acetamidoimidazo[1,2-b]pyridazin-6-yl}-2-methoxypyridine-3-carboxamide